FC1=CC=C(C=C1)CCNC(=S)NC1=CC=C(C=C1)[N+](=O)[O-] N-[2-(4-fluorophenyl)ethyl]-N'-(4-nitrophenyl)thiourea